C(C)(C)(C)OC(=O)C1(CC1)N1N=C(C2=C(C1=O)SC(=C2)N)C(C)C 1-(2-amino-4-isopropyl-7-oxo-thieno[2,3-d]pyridazin-6-yl)cyclopropanecarboxylic acid tert-butyl ester